8-(((1R,2R,4S)-4-((Z)-(tert-butoxyimino)(phenyl)methyl)-2-hydroxycyclohexyl)(methyl)amino)-5-methyl-6-oxo-5,6-dihydropyrido[3,2-d]pyrimidine-2-carbonitrile C(C)(C)(C)O\N=C(\[C@@H]1C[C@H]([C@@H](CC1)N(C1=CC(N(C2=C1N=C(N=C2)C#N)C)=O)C)O)/C2=CC=CC=C2